10-((2-(Allyloxy)-3-(tert-butyl)-5-methylphenyl)diethylsilyl)-5-(3,5-di-tert-butylphenyl)-8-methyl-5,10-dihydroindeno[1,2-b]indole C(C=C)OC1=C(C=C(C=C1C(C)(C)C)C)[Si](C1C2=CC=CC=C2C=2N(C=3C=CC(=CC3C21)C)C2=CC(=CC(=C2)C(C)(C)C)C(C)(C)C)(CC)CC